CN[C@H]1CN(CC1)C1=NC(=NC2=C1OCCCN2)N 4-((R)-3-(methylamino)pyrrolidin-1-yl)-6,7,8,9-tetrahydropyrimido[5,4-b][1,4]oxazepin-2-amine